O=C1C(OCCC1)CCC(=O)O 3-(3-Oxo-tetrahydro-pyran-2-yl)-propionic acid